[Na+].[Na+].O[B-]1(CCC=2C=CC(=C(C2O1)C(=O)O)OC1CN(C1)C(CC1NCCNC1)=O)O.O[B-]1(CCC=2C=CC(=C(C2O1)C(=O)O)OC1CN(C1)C(CC1NCCNC1)=O)O 4,4-dihydroxy-8-({1-[(piperazin-2-yl)acetyl]azetidin-3-yl}oxy)-5-oxa-4-boranuidabicyclo[4.4.0]deca-1(6),7,9-triene-7-carboxylic acid disodium salt